NC1=C2C(=NC=N1)N(N=C2C(=O)O)C(CF)C 4-amino-1-(1-fluoropropan-2-yl)-1H-pyrazolo[3,4-d]pyrimidine-3-carboxylic acid